FC(C(=O)O)(F)F.NCCCCCC1=CC2=C(N(C(N2C)=O)C2C(NC(CC2)=O)=O)C=C1 3-[5-(5-aminopentyl)-3-methyl-2-oxo-1,3-benzodiazol-1-yl]piperidine-2,6-dione trifluoro-acetate